4-(5-fluoro-2-formylphenyl)piperazine-1-carboxylic acid tert-butyl ester C(C)(C)(C)OC(=O)N1CCN(CC1)C1=C(C=CC(=C1)F)C=O